N'-(2-oxo-2-(3-(phenoxymethyl)piperidin-1-yl)acetyl)-3-phenyltetrahydrofuran-3-carbohydrazide O=C(C(=O)NNC(=O)C1(COCC1)C1=CC=CC=C1)N1CC(CCC1)COC1=CC=CC=C1